ClC1=C(C=C(C=C1)C)N(C1=C(C(=CC(=C1)F)N)C)C N1-(2-chloro-5-methylphenyl)-5-fluoro-N1,2-dimethylbenzene-1,3-diamine